C(C)(=O)ON(N(C(CN1C(C2=CC=CC=C2C1=O)=O)=O)OC(C)=O)C(CN1C(C2=CC=CC=C2C1=O)=O)=O (1,2-bis(2-(1,3-dioxoisoindolin-2-yl) acetyl) hydrazine-1,2-diyl) diacetate